C(C)(C)(C)[Si](C1=CC=CC=C1)(C1=CC=CC=C1)OCCOC12CC3(CC(CC(C1)C3)C2)CN2N=CC=C2C tert-butyl-[2-[[3-[(5-methylpyrazol-1-yl)methyl]-1-adamantyl]oxy]ethoxy]-diphenyl-silane